[Na+].[Na+].[Na+].[Na+].[O-]P([O-])(=O)OP(=O)([O-])OP(=O)([O-])OP(=O)(O)O tetraphosphate tetrasodium salt